2-(3-chloro-4-(2-fluoro-4-hydroxy-3-isopropylbenzyl)-5-methylphenoxy)-N-methylacetamide ClC=1C=C(OCC(=O)NC)C=C(C1CC1=C(C(=C(C=C1)O)C(C)C)F)C